C(C)(C)(C)OC(=O)NC(C(=O)O)CCN(CCCCC1=NC=2NCCCC2C=C1)CCC1=CC=CC=C1 2-(tert-butoxycarbonylamino)-4-[2-phenylethyl-[4-(5,6,7,8-tetrahydro-1,8-naphthyridin-2-yl)butyl]amino]butanoic acid